C(C)(C)(C)OC(=O)N[C@@H](CC(=O)O)CC1=C(C=C(C(=C1)F)F)F (R)-N-tert-butoxycarbonyl-3-amino-4-(2,4,5-trifluorophenyl)butyric acid